N1=C(C=CC=C1)C1(CCC1)N 1-(pyridin-2-yl)cyclobutylamine